ClC1=CC=C(C=C1)N1C(=C(C=C1C1=CC=C(C=C1)Cl)CN1CCN(CC1)C)C 1-((1,5-Bis(4-chlorophenyl)-2-methyl-1H-pyrrol-3-yl)methyl)-4-methylpiperazine